ClC1=CC=C2C(=C(N(C2=C1F)C=1C=NN(C1)C(C)C)C#N)SC=1C=C(C(=O)O)C=CC1 3-((6-chloro-2-cyano-7-fluoro-1-(1-isopropyl-1H-pyrazol-4-yl)-1H-indol-3-yl)thio)benzoic acid